CN1C(NC=2N=CNC2C1=O)=O 1-methyl-2,3,6,7-tetrahydro-1H-purine-2,6-dione